N-(methyl-d3)-4-nitrobenzenesulfonamide C(NS(=O)(=O)C1=CC=C(C=C1)[N+](=O)[O-])([2H])([2H])[2H]